[14C]-cholesterol [14CH3]C(C)CCC[C@@H](C)[C@H]1CC[C@H]2[C@@H]3CC=C4C[C@@H](O)CC[C@]4(C)[C@H]3CC[C@]12C